C(#N)\C(\C(=O)OCC)=N/O Ethyl (2E)-cyano(hydroxyimino)ethanoate